[Na].C(CCC)OC=1N=NC(=C2C1N(C(=N2)CCCC)CC2=CC=C(C=C2)OC)N 7-butoxy-2-butyl-1-(4-methoxybenzyl)-1H-imidazo[4,5-d]pyridazin-4-amine Sodium